CC1=C(C(=CC(=C1)C)C)C1=CC=CC=C1 2',4',6'-trimethyl-biphenyl